Indium sulfid [In]=S